CC1=NNC(=C1C1=CC=C(N1)C(=O)N1C[C@H](CC1)C(=O)NC1=CC(=C(C=C1)F)C)C (S)-1-(5-(3,5-dimethyl-1H-pyrazol-4-yl)-1H-pyrrole-2-carbonyl)-N-(4-fluoro-3-methylphenyl)pyrrolidine-3-carboxamide